C1=CC=CC=2C3=CC=CC=C3C(C12)OC(N([C@H](C(=O)N[C@H](C(=O)NC1=CC=C(C=C1)CO)CCCNC(=O)N)C(C)C)C)=O (9H-Fluoren-9-yl)methyl((S)-1-(((S)-1-[[4-(hydroxymethyl)phenyl]amino]-1-oxo-5-ureidopentan-2-yl)amino)-3-methyl-1-oxobutan-2-yl)carbamate